(3,3,3-trifluoropropyl)methylcyclotrisiloxane C[Si]1(O[Si](O[Si](O1)(C)CCC(F)(F)F)(C)CCC(F)(F)F)CCC(F)(F)F